tripropoxylanthanum C(CC)O[La](OCCC)OCCC